C(N)(=N)N1CCC(=CC1)C1=CC(=C(C=C1F)NC(C1=CC(=C(C=C1)N1CCN(CC1)C(N)=N)F)=O)C N-(4-(1-carbamimidoyl-1,2,3,6-tetrahydropyridin-4-yl)-5-fluoro-2-methylphenyl)-4-(4-carbamimidoylpiperazin-1-yl)-3-fluorobenzamide